COC1=C2C(NC(=NC2=CC(=C1)OC)C1=CC=C(C=C1)N1CCC(CC1)N1CCN(CC1)CC1=C(C=CC=C1)N1C(NC(CC1)=O)=O)=O 1-(2-((4-(1-(4-(5,7-dimethoxy-4-oxo-3,4-dihydroquinazolin-2-yl)phenyl)piperidin-4-yl)piperazin-1-yl)methyl)phenyl)dihydropyrimidine-2,4(1H,3H)-dione